ClC1=NN(C=C1C(=O)N[C@H]1C[C@H](CCC1)NC1=CC(=NC2=CC=C(C=C12)Cl)C(F)(F)F)CC(F)(F)F 3-chloro-N-((1R,3S)-3-((6-chloro-2-(trifluoromethyl)quinolin-4-yl)amino)cyclohexyl)-1-(2,2,2-trifluoroethyl)-1H-pyrazole-4-carboxamide